CC=1C=CC(=C(C(=O)O)C1)CCC(CCCCC)=O 5-methyl-2-(3-oxooctyl)benzoic acid